2-[(2S)-oxiran-2-yl]acetate O1[C@H](C1)CC(=O)[O-]